FC1(CC(C1)(C)CN1N=C(C(=C1C(=O)OCC)C(F)(F)F)C12C(C(C1)C2)(F)F)F Ethyl 1-((3,3-difluoro-1-methylcyclobutyl)methyl)-3-(2,2-difluorobicyclo[1.1.1]pentan-1-yl)-4-(trifluoromethyl)-1H-pyrazole-5-carboxylate